3-[4-(1,4-dimethyl-1H-imidazol-5-yl)-1H-1,2,3-triazol-1-yl]Benzoic acid CN1C=NC(=C1C=1N=NN(C1)C=1C=C(C(=O)O)C=CC1)C